C(C)[Si](OC)(CCCN=C=O)CC diethyl-(3-isocyanatopropyl)methoxysilane